C(C)C1(C(NC(N1)=O)=O)C 5-ethyl-5-methyl-hydantoin